2-[3-(6-bromo-2-pyridyl)-7-methoxy-imidazo[1,2-b]pyridazin-6-yl]-1,1,1-trifluoro-propan-2-ol BrC1=CC=CC(=N1)C1=CN=C2N1N=C(C(=C2)OC)C(C(F)(F)F)(C)O